7-bromo-N-[(4-fluorophenyl)-methyl]-2-methoxy-4-methyl-quinoline-3-carboxylic acid amide BrC1=CC=C2C(=C(C(=NC2=C1)OC)C(=O)NCC1=CC=C(C=C1)F)C